tert-butyl 4-[(3S)-3-(benzyloxy)pent-4-en-1-yl]-1,4-diazepane-1-carboxylate C(C1=CC=CC=C1)O[C@@H](CCN1CCN(CCC1)C(=O)OC(C)(C)C)C=C